F[B-](F)(F)F.[Na+].[Cs+].F[B-](F)(F)F cesium sodium fluoroborate